[(2R,3R,4R)-4,5-diacetoxy-2-[(2-methylpropanoylamino)-methyl]tetrahydrofuran-3-yl] acetate C(C)(=O)O[C@@H]1[C@H](OC([C@@H]1OC(C)=O)OC(C)=O)CNC(C(C)C)=O